3-((1r,3r)-3-((tert-butyldimethylsilyl)oxy)cyclobutyl)-8-(1-hydroxyethyl)-2-(isoindolin-2-yl)-6-methylquinazolin-4(3H)-one [Si](C)(C)(C(C)(C)C)OC1CC(C1)N1C(=NC2=C(C=C(C=C2C1=O)C)C(C)O)N1CC2=CC=CC=C2C1